C(CC)(=O)[O-] propionic acid anion